CC1=C(C#N)C=CC=C1C(C)NC1=NC=2N(C3=CC=C(C=C13)N1CC3(C1)CCOCC3)C=CN2 2-methyl-3-{1-[7-(7-oxa-2-aza-spiro[3.5]non-2-yl)-imidazo[1,2-a]quinazolin-5-ylamino]-ethyl}-benzonitrile